(R)-1-(3-(3-(4-((3-fluorophenyl)thio)phenyl)-1H-pyrazolo[4,3-c]pyridin-1-yl)pyrrolidin-1-yl)prop-2-en-1-one FC=1C=C(C=CC1)SC1=CC=C(C=C1)C1=NN(C2=C1C=NC=C2)[C@H]2CN(CC2)C(C=C)=O